(E)-3-(4-(((1-(7-(4-Cyano-3-fluorophenyl)-8-(3-hydroxy-4-methoxyphenyl)imidazo[1,2-c]pyrimidin-5-yl)piperidin-4-yl)amino)methyl)phenyl)-N-hydroxyacrylamide formate C(=O)O.C(#N)C1=C(C=C(C=C1)C1=C(C=2N(C(=N1)N1CCC(CC1)NCC1=CC=C(C=C1)/C=C/C(=O)NO)C=CN2)C2=CC(=C(C=C2)OC)O)F